4-Acetyl-2-methylbenzonitrile C(C)(=O)C1=CC(=C(C#N)C=C1)C